N-(3-azidopropyl)-4-ethylsulphanylcarbothioylsulphanyl-4-methylpentanamide N(=[N+]=[N-])CCCNC(CCC(C)(C)SC(=S)SCC)=O